dibenzothiophenylphenyl-(biphenylyl)(diphenylfluorenyl)(carbazolylphenyl)amine C1(=CC=CC=2SC3=C(C21)C=CC=C3)C3=C(C=CC=C3)C=3C(=C(C=CC3)N(C3=C(C(=CC=2C1=CC=CC=C1CC32)C3=CC=CC=C3)C3=CC=CC=C3)C3=C(C=CC=C3)C3=CC=CC=C3)C3=CC=CC=2C1=CC=CC=C1NC32